tert-butyl (S)-((8-(2,2'-dichloro-3'-(5-formyl-6-methoxypyridin-2-yl)-[1,1'-biphenyl]-3-yl)-4-oxo-4H-pyrido[1,2-a]pyrimidin-2-yl)-methyl)((5-oxopyrrolidin-2-yl)methyl)carbamate ClC1=C(C=CC=C1C1=CC=2N(C(C=C(N2)CN(C(OC(C)(C)C)=O)C[C@H]2NC(CC2)=O)=O)C=C1)C1=C(C(=CC=C1)C1=NC(=C(C=C1)C=O)OC)Cl